2-[4-[4-[[(3R)-2,6-dioxo-3-piperidyl]amino]phenyl]-1-piperidyl]acetic acid trifluoroacetic acid salt Tert-butyl-2-[4-[4-[(2,6-dioxo-3-piperidyl)amino]phenyl]-1-piperidyl]acetate C(C)(C)(C)OC(CN1CCC(CC1)C1=CC=C(C=C1)NC1C(NC(CC1)=O)=O)=O.FC(C(=O)O)(F)F.O=C1NC(CC[C@H]1NC1=CC=C(C=C1)C1CCN(CC1)CC(=O)O)=O